N-(5-((6-((R)-3-(2,5-difluorophenyl)isoxazolidine-2-yl)pyrimidine-4-yl)amino)-4-methoxy-2-(4-(oxetane-3-yl)piperazine-1-yl)phenyl)acrylamide FC1=C(C=C(C=C1)F)[C@@H]1N(OCC1)C1=CC(=NC=N1)NC=1C(=CC(=C(C1)NC(C=C)=O)N1CCN(CC1)C1COC1)OC